Cl\C(=C\1/C(NC2=CC=C(C=C12)C(=O)OC)=O)\C1=CC(=CC=C1)OC Methyl (Z)-3-(chloro(3-methoxyphenyl)methylene)-2-oxoindoline-5-carboxylate